1,2,5-oxathiazine-2,2-dioxide O1S(C=CN=C1)(=O)=O